C(C)N1N=C2N=C(C=NC2=C1)N[C@@H](C)C=1C=C(C=CC1)NC(CC=1C=NC=CC1)=O (S)-N-(3-(1-((2-ethyl-2H-pyrazolo[3,4-b]pyrazin-6-yl)amino)ethyl)phenyl)-2-(pyridin-3-yl)acetamide